fmoc-D-3-iodotyrosine C(=O)(OCC1C2=CC=CC=C2C2=CC=CC=C12)N[C@H](CC1=CC(=C(C=C1)O)I)C(=O)O